tert-butyl 3-aminopiperidin-1-carboxylate NC1CN(CCC1)C(=O)OC(C)(C)C